4-(4-amino-3-(methoxycarbonyl)phenoxy)butanoic acid NC1=C(C=C(OCCCC(=O)O)C=C1)C(=O)OC